2-(4-fluorophenyl)-3-methyl-1,2,3,4-tetrahydroisoquinolin-6-ol FC1=CC=C(C=C1)N1CC2=CC=C(C=C2CC1C)O